C1(CCCCC1)N1N=CC(=C1)C=1C=C(C(=NC1)N)C1=NOC(=N1)C1=CC=CC=C1 5-(1-cyclohexyl-1H-pyrazol-4-yl)-3-(5-phenyl-1,2,4-Oxadiazol-3-yl)pyridin-2-amine